N-{(6S)-2-[4-(2,6-difluorophenyl)-1-methyl-1H-indazol-3-yl]-3-oxo-2,5,6,7-tetrahydro-3H-pyrrolo[1,2-c]imidazol-6-yl}methanesulfonamide FC1=C(C(=CC=C1)F)C1=C2C(=NN(C2=CC=C1)C)N1C(N2C(=C1)C[C@@H](C2)NS(=O)(=O)C)=O